1-[(trans)-4-({2-[2,6-dioxopiperidin-3-yl]-1,3-dioxoisoindol-4-yl}amino)cyclohexanecarbonyl]pyrrolidine-3-carboxylic acid O=C1NC(CCC1N1C(C2=CC=CC(=C2C1=O)N[C@@H]1CC[C@H](CC1)C(=O)N1CC(CC1)C(=O)O)=O)=O